C1=2C(C=3C=CC=CC3CCC2C=CC=C1)N1CCN(CC1)C(=O)C=1C=C(C=NC1)C(=O)O 5-[4-(2-tricyclo[9.4.0.03,8]pentadeca-1(11),3(8),4,6,12,14-hexaenyl)piperazine-1-carbonyl]pyridine-3-carboxylic acid